2-chloro-4-((1-methyl-2-oxo-3-((tetrahydro-2H-pyran-4-yl)methyl)-2,3-dihydro-1H-benzo[d]imidazol-5-yl)amino)nicotinonitrile ClC1=C(C#N)C(=CC=N1)NC1=CC2=C(N(C(N2CC2CCOCC2)=O)C)C=C1